BrC=1C=C(C=CC1F)N1N=C(C=2CCCC(C12)OC12CC(C1)(C2)C(=O)OC)C#N methyl 3-[[1-(3-bromo-4-fluoro-phenyl)-3-cyano-4,5,6,7-tetrahydroindazol-7-yl]oxy]bicyclo[1.1.1]pentane-1-carboxylate